C(C1=CC=CC=C1)OC(=O)N[C@H](C(=O)OC)CC(CC)=C methyl (S)-2-(((benzyloxy)carbonyl)amino)-4-methylenehexanoate